ClC=1C=C(C(=NC1)OC(F)F)C=1N(C(=NN1)C1=C(C=CC=C1)NC(C)=O)C N-(2-(5-(5-chloro-2-(difluoromethoxy)pyridin-3-yl)-4-methyl-4H-1,2,4-triazol-3-yl)phenyl)acetamide